N1CN=CCC1 1,2,5,6-tetrahydropyrimidin